5-bromo-N-(3-fluoro-5-methoxy-2,6-dimethyl-phenyl)-2-methyl-pyrimidin-4-amine BrC=1C(=NC(=NC1)C)NC1=C(C(=CC(=C1C)OC)F)C